N-[(1S)-1-(dicyclopropylmethyl)-2-[[6-[5-ethyl-3-methyl-1-(2-trimethylsilylethoxymethyl)pyrazol-4-yl]-3-pyridyl]amino]-2-oxo-ethyl]-2-(3-methoxypropyl)pyrazole-3-carboxamide C1(CC1)C([C@@H](C(=O)NC=1C=NC(=CC1)C=1C(=NN(C1CC)COCC[Si](C)(C)C)C)NC(=O)C=1N(N=CC1)CCCOC)C1CC1